NC1=NNC=C1C1=NN=C(N1N)N 3-amino-4-(4,5-diamino-1,2,4-triazol-3-yl)pyrazole